C(C1=CC=CC=C1)OC[C@H](NC)C(=O)OC methyl O-benzyl-N-methylserinate